tert-butyl (5-(4-((2-((3R,4R)-3-acrylamido-4-fluoropyrrolidin-1-yl)-9-(tert-butyl)-9H-purin-6-yl)amino)-3-ethyl-1H-pyrazol-1-yl)pentyl)carbamate C(C=C)(=O)N[C@@H]1CN(C[C@H]1F)C1=NC(=C2N=CN(C2=N1)C(C)(C)C)NC=1C(=NN(C1)CCCCCNC(OC(C)(C)C)=O)CC